BrCC=1C=CC(=C(CN(C(C)C)C(C)C)C1)C1=CC(=NC=C1F)OC N-(5-(bromomethyl)-2-(5-fluoro-2-methoxypyridin-4-yl)benzyl)-N-isopropylpropan-2-amine